C(C)(=O)O.C(C)(=O)O.CC(CCCCCCCCCCCCC)C dimethyl-tetradecane diacetate